ClC=1C=C(C=CC1F)C(=O)N1CCC(CC1)NCCCC1=CNC2=CC=C(C=C12)F (3-chloro-4-fluorophenyl)(4-((3-(5-fluoro-1H-indol-3-yl)propyl)amino)piperidin-1-yl)methanone